OC1=C(C(=O)NC=2SC3=C(N2)C(=CC(=C3)C(F)(F)F)CN3CCN(CC3)C)C=CC=C1 2-hydroxy-N-(4-((4-methylpiperazin-1-yl)methyl)-6-(trifluoromethyl)benzo[d]thiazol-2-yl)benzamide